ethyl 5-(5-cyano-2-(pyrrolidin-1-yl)pyridin-3-yl)-1,3,4-oxadiazole-2-carboxylate C(#N)C=1C=C(C(=NC1)N1CCCC1)C1=NN=C(O1)C(=O)OCC